NC1=NC=CC2=CC=C(C=C12)C=1C=C2C(CC3(CCN(CC3)C(=O)OC(C)C)C2=CC1)OC1=C(C(=CC=C1)C)CC(=O)O 2-(2-((5-(1-aminoisoquinolin-7-yl)-1'-(isopropoxycarbonyl)-2,3-dihydrospiro[inden-1,4'-piperidin]-3-yl)oxy)-6-methylphenyl)acetic acid